CC1(C=2C=CC(=CC2C(CC1)(C)C)B(O)O)C (5,5,8,8-tetramethyl-5,6,7,8-tetrahydronaphthalen-2-yl)boronic acid